NC1=C(N=C2N1C=CC=C2Br)C(=O)NC(C)C 3-amino-8-bromo-N-isopropylimidazo[1,2-a]pyridine-2-carboxamide